C(C)(=O)C=1OC=C(N1)C(=O)N[C@H](C(=O)NC=1C(N(C=CC1)CC(=O)NC12CC(C1)C2)=O)CCC(C(=O)NC)=O (S)-2-(2-acetyloxazole-4-carboxamido)-N1-(1-(2-(bicyclo[1.1.1]pentan-1-ylamino)-2-oxoethyl)-2-oxo-1,2-dihydropyridin-3-yl)-N6-methyl-5-oxohexanediamide